5-[4-[6-(difluoromethyl)-4-[2-fluoro-4-(trifluoromethyl)phenyl]-7-methyl-pteridin-2-yl]tetrahydropyran-2-yl]-1-methyl-pyridin-2-one FC(C=1N=C2C(=NC(=NC2=NC1C)C1CC(OCC1)C=1C=CC(N(C1)C)=O)C1=C(C=C(C=C1)C(F)(F)F)F)F